CC1=C(C(=O)NC=2C=C(C=CC2C(F)(F)F)[C@@H]2[C@@H](C2)C(=O)O)C(=CC(=C1)OCCC1=NC=CC=C1)C (1R,2S)-2-[3-({2,6-Dimethyl-4-[2-(2-pyridinyl)ethoxy]benzoyl}amino)-4-(trifluoromethyl)phenyl]cyclopropanecarboxylic acid